NC1CCN(CC1)C=1SC(=CN1)C1=C(C=C(C=C1)NC(=O)NCC1=CC=CC=C1)S(NC(C)(C)C)(=O)=O 1-[4-[2-(4-amino-1-piperidyl)thiazol-5-yl]-3-(tert-butylsulfamoyl)phenyl]-3-benzyl-urea